NC(C([C@H](CC1=CC=CC=C1)NC(=O)C1=CC(=NN1C1=CC=CC=C1)Cl)=O)=O (S)-N-(4-AMINO-3,4-DIOXO-1-PHENYLBUTAN-2-YL)-3-CHLORO-1-PHENYL-1H-PYRAZOLE-5-CARBOXAMIDE